2-[6-bromo-4-(cis-2,2-difluorospiro[2.3]hexan-5-yl)oxy-1-oxophthalazin-2-yl]-N-([1,2,4]triazolo[1,5-a]pyridin-2-yl)acetamide BrC=1C=C2C(=NN(C(C2=CC1)=O)CC(=O)NC1=NN2C(C=CC=C2)=N1)OC1CC2(C(C2)(F)F)C1